NC1=C(C(C(O1)C1=C(C(=CC=C1)Cl)Cl)=O)O 5-amino-4-hydroxy-2-(2,3-dichlorophenyl)-furan-3-one